NC(=C(C(C(F)(F)F)(F)F)N)F 1,2-diaminohexafluorobutene